ClC1=CC(=NC=2N1N=CC2C(C)C)C 7-chloro-3-isopropyl-5-methylpyrazolo[1,5-a]pyrimidine